CN1C(C2N(C(C1)=O)CCNC2)=O 2-Methyltetrahydro-2H-Pyrazino[1,2-a]Pyrazine-1,4(3H,6H)-Dione